Nδ-(2-methoxy-2-oxoethyl)-L-glutamine COC(CNC(CC[C@H](N)C(=O)O)=O)=O